ClC=1C=C(C(=NC1)OC)S(=O)(=O)[N-]C1=C(C(=C(C=C1)F)C=1N=CC=2N(C1)C=NC2C(NC)=O)F.[K+] potassium ((5-chloro-2-methoxypyridin-3-yl)sulfonyl)(2,4-difluoro-3-(1-(methylcarbamoyl)imidazo[1,5-a]pyrazin-6-yl)phenyl)amide